[Na+].[Na+].[Na+].C1(=CC(=CC2=CC(=CC=C12)S(=O)(=O)[O-])S(=O)(=O)[O-])S(=O)(=O)[O-] naphthalene-1,3,6-trisulfonic acid trisodium salt